CC(CN1CCC(CC1)CN1[C@@H]([C@H]([C@@H]([C@H](C1)O)O)O)C)(C)C 2,2-Dimethyl-1-(4-(((2r,3r,4r,5s)-3,4,5-trihydroxy-2-methylpiperidin-1-yl)methyl)piperidin-1-yl)propan